C(C)(C)(C)OC(=O)N1[C@@H](CN(C[C@@H]1C)C1=C2C=NC=NC2=C(C=C1)C(=O)O)C 5-[(3R,5S)-4-tert-butoxycarbonyl-3,5-dimethyl-piperazin-1-yl]quinazoline-8-carboxylic acid